2-(difluoromethyl)-5-(4-((5-(3-(4,5,6,7-tetrahydro-1H-imidazo[4,5-c]pyridin-2-yl)phenyl)-2H-tetrazol-2-yl)methyl)phenyl)-1,3,4-oxadiazole FC(C=1OC(=NN1)C1=CC=C(C=C1)CN1N=C(N=N1)C1=CC(=CC=C1)C=1NC2=C(CNCC2)N1)F